NCCC(CCN)[Si](OC)(OC)OC 1-(2-aminoethyl)-3-aminopropyltrimethoxysilane